1-(3-bromopropyloxy)-2-methylbenzene BrCCCOC1=C(C=CC=C1)C